C(CCC(=O)OCCCS)(=O)OCCCS bis(3-mercaptopropyl) succinate